N1=CC=C(C=C1)N1CCN(CC1)CC=1NC2=CC=C(C=C2C1)NC(C)=O N-[2-[[4-(4-pyridyl)piperazin-1-yl]methyl]-1H-indol-5-yl]acetamide